C(CC#C)N1C(C2=CC=CC=C2C1=O)=O 2-(but-3-yn-1-yl)isoindoline-1,3-dione